N-(2-(dimethylamino)ethyl)-3-methoxy-N1-methylbenzene-1,4-diamine CN(CCN(C1=CC(=C(C=C1)N)OC)C)C